trans-7-hydroxy-5-isopropyl-6,7-dihydro-5H-pyrrolo[1,2-b][1,2,4]triazole-2-carboxylic acid ethyl ester C(C)OC(=O)C=1N=C2N(N1)[C@@H](C[C@H]2O)C(C)C